(4aR,8aS)-6-[4-[(4-tert-butyloxazol-2-yl)methyl]piperidine-1-carbonyl]-4,4a,5,7,8,8a-hexahydropyrido[4,3-b][1,4]oxazin-3-one C(C)(C)(C)C=1N=C(OC1)CC1CCN(CC1)C(=O)N1C[C@@H]2[C@@H](OCC(N2)=O)CC1